FC1=CC=C(C=C1)C1=C(COC2=CC=C(C=C12)OC(F)(F)F)CN1CCOCC1 4-((4-(4-fluorophenyl)-6-(trifluoromethoxy)-2H-chromen-3-yl)methyl)morpholine